N-(((2S,5R)-6-hydroxy-7-oxo-1,6-diazabicyclo[3.2.1]oct-2-yl)(imino)methyl)pyrimidine-5-carboxamide ON1[C@@H]2CC[C@H](N(C1=O)C2)C(NC(=O)C=2C=NC=NC2)=N